(5-iodo-2-(methylthio)thiazol-4-yl)carbamic acid tert-butyl ester C(C)(C)(C)OC(NC=1N=C(SC1I)SC)=O